acryloyloxy-2-hydroxypropyltris(trimethylsiloxy)silane C(C=C)(=O)OCC(C[Si](O[Si](C)(C)C)(O[Si](C)(C)C)O[Si](C)(C)C)O